NC1=NC=CC(=C1)CNC=1C2=C(N=C(N1)N(CCOC)CCOC)C(=NC(=N2)N(CCOC)CCOC)N2CCC(CC2)OC N4-((2-aminopyridin-4-yl)methyl)-N2,N2,N6,N6-tetrakis(2-methoxyethyl)-8-(4-methoxypiperidin-1-yl)pyrimido[5,4-d]pyrimidine-2,4,6-triamine